CC1=C(C(=CC(=C1)C)C)SC1=CC=C(C=C1)C(CCCCCCC)=O 1-[4-(2,4,6-trimethylphenylsulfanyl)phenyl]-octane-1-one